methyl-1-(2-phenyl-2H-pyrazolo[4,3-c]pyridin-6-yl)azetidine-3-sulfonamide CC1N(CC1S(=O)(=O)N)C1=CC=2C(C=N1)=CN(N2)C2=CC=CC=C2